N-[(3S)-7,9-difluoro-2-oxo-1,3,4,5-tetrahydro-1-benzazepin-3-yl]spiro[5H-furo[3,4-d]pyrimidine-7,1'-cyclobutane]-2-carboxamide FC=1C=C(C2=C(CC[C@@H](C(N2)=O)NC(=O)C=2N=CC3=C(N2)C2(CCC2)OC3)C1)F